methyl 2-(3-(N,N-bis(4-methoxybenzyl)sulfamoyl)-5-cyclopropylphenyl)-acetate COC1=CC=C(CN(S(=O)(=O)C=2C=C(C=C(C2)C2CC2)CC(=O)OC)CC2=CC=C(C=C2)OC)C=C1